4-[4-[[3-[4-(difluoromethoxy)phenyl]imidazo[1,2-a]pyrazin-8-yl]amino]-2-methyl-benzoyl]-N-[rac-(3R,4R)-4-methoxypyrrolidin-3-yl]piperazine-1-carboxamide hydrochloride Cl.FC(OC1=CC=C(C=C1)C1=CN=C2N1C=CN=C2NC2=CC(=C(C(=O)N1CCN(CC1)C(=O)N[C@@H]1CNC[C@H]1OC)C=C2)C)F |r|